(Z)-3-(2,5-difluorophenyl)-4-(1H-1,2,4-triazol-1-yl)but-2-enenitrile FC1=C(C=C(C=C1)F)/C(=C/C#N)/CN1N=CN=C1